tert-butyl (2-((S)-5-((tert-butoxycarbonyl)amino)hexyl)pyridin-4-yl)(1-(tert-butyl)-3-((1S,3R)-3-hydroxycyclopentyl)-1H-pyrazol-5-yl)carbamate C(C)(C)(C)OC(=O)N[C@H](CCCCC1=NC=CC(=C1)N(C(OC(C)(C)C)=O)C1=CC(=NN1C(C)(C)C)[C@@H]1C[C@@H](CC1)O)C